2-((1-(2-(5-chloro-6-methylpyridin-3-yl)-3,7-dimethyl-4-oxo-4H-pyrido[1,2-a]pyrimidin-9-yl)ethyl)amino)benzoic acid ClC=1C=C(C=NC1C)C=1N=C2N(C(C1C)=O)C=C(C=C2C(C)NC2=C(C(=O)O)C=CC=C2)C